CC=1C=CC=2N(C3=CC=C(C=C3C2C1)C)C1=C(C#N)C(=C(C(=C1N1C2=CC=C(C=C2C=2C=C(C=CC12)C)C)N1C2=CC=C(C=C2C=2C=C(C=CC12)C)C)N1C2=CC=C(C=C2C=2C=C(C=CC12)C)C)C1=NC(=CC(=N1)C1=CC=CC=C1)C1=CC=CC=C1 2,3,4,5-tetrakis(3,6-dimethyl-9H-carbazol-9-yl)-6-(4,6-diphenylpyrimidin-2-yl)benzonitrile